CC1=NC2=CC=C(C=C2C(N1C1C(NC(CC1)=O)=O)=O)NCC1=CC=C(C=C1)CN1CCCCC1 3-(2-methyl-4-oxo-6-((4-(piperidin-1-ylmethyl)benzyl)amino)quinazolin-3(4H)-yl)piperidine-2,6-dione